(2R,7aS)-2-fluorotetrahydro-1H-pyrrolizine-7a(5H)-carbaldehyde F[C@@H]1C[C@@]2(CCCN2C1)C=O